2-(3-ethyl-3,8-diazabicyclo[3.2.1]octan-8-yl)-6-((4-fluorobenzyl)sulfonyl)-5,6,7,8-tetrahydro-1,6-naphthyridine C(C)N1CC2CCC(C1)N2C2=NC=1CCN(CC1C=C2)S(=O)(=O)CC2=CC=C(C=C2)F